1,3,5-cyclohexanetrimethanol C1(CC(CC(C1)CO)CO)CO